(rac)-tert-butyl {[3-(4-{[5-(2-chloro-5-fluoropyrimidin-4-yl)-2-fluorophenyl]amino}butoxy)-5-nitrobenzyl](methyl)oxido-λ6-sulfanylidene}carbamate ClC1=NC=C(C(=N1)C=1C=CC(=C(C1)NCCCCOC=1C=C(C[S@](=O)(C)=NC(OC(C)(C)C)=O)C=C(C1)[N+](=O)[O-])F)F |r|